C(C1=CC=CC=C1)OC=1C(C=C(N(C1)C)CNC(C1=CC=C(C=C1)C(F)(F)F)=O)=O N-((5-(benzyloxy)-1-methyl-4-oxo-1,4-dihydropyridin-2-yl)methyl)-4-(trifluoromethyl)benzamide